C1(CC1)[C@H](CNC(=O)C1=NN(C(N1)=O)C)[C@@H](C)C1=C(C=C(C=C1)F)F N-((2S,3R)-2-cyclopropyl-3-(2,4-difluorophenyl)butyl)-1-methyl-5-oxo-4,5-dihydro-1H-1,2,4-triazole-3-carboxamide